COCCOCCOCCO 2-[2-(2-methoxyethoxy)ethoxy]Ethyl alcohol